C(#C)C1=CC=C(C=C1)CNC(=O)[C@H]1NC[C@@H](C1)O (2S,4R)-N-[(4-ethynylphenyl)methyl]-4-hydroxy-pyrrolidine-2-carboxamide